3-(3-oxopiperazin-1-yl)-4-((4-(5-(trifluoromethyl)-1,2,4-oxadiazol-3-yl)phenyl)amino)cyclobut-3-ene-1,2-dione O=C1CN(CCN1)C=1C(C(C1NC1=CC=C(C=C1)C1=NOC(=N1)C(F)(F)F)=O)=O